C(CCC)P butylphosphin